FC(C(=O)O)(F)F.FC(C(=O)O)(F)F.FC(C(=O)O)(F)F.FC(C(=O)O)(F)F.FC(C(=O)O)(F)F.O(C1=CC=CC=C1)C1=CC=C(C=C1)C1=NN(C2=NC=NC(=C21)N)C2CCN(CC2)C2CCN(CC2)C2CCN(CC2)C2CCN(CC2)C2CCNCC2 3-(4-phenoxyphenyl)-1-[1-[1-[1-[1-(4-piperidyl)-4-piperidyl]-4-piperidyl]-4-piperidyl]-4-piperidyl]pyrazolo[3,4-d]pyrimidin-4-amine pentatrifluoroacetate